BrC=1C=C2CCC(C2=CC1)=O 5-Bromo-indanone